Cl.FC=1SC(=C2C1CCC(C2)N)C fluoro-3-methyl-4,5,6,7-tetrahydro-2-benzothiophen-5-amine hydrochloride